C(C)(C)(C)C1=CC(=NN1[C@@H]1[C@H](OCC1)CO)NC=1N(C=2C(=NC=C(C2Cl)OC=2C=NC=3N(C2)C(=NC3)C3CC3)N1)C ((2S,3S)-3-(5-(tert-butyl)-3-((7-chloro-6-((6-cyclopropylimidazo[1,5-a]pyrimidin-3-yl)oxy)-1-methyl-1H-imidazo[4,5-b]pyridin-2-yl)amino)-1H-pyrazol-1-yl)tetrahydrofuran-2-yl)methanol